2-methyl-decahydro-1,4:5,8-dimethano-naphthalene CC1C2C3C4CCC(C3C(C1)C2)C4